IC1=NN(C2=CC(=CC=C12)C=C1C(NCC1C1=C(C=CC=C1)OC)=O)C1OCCCC1 3-((3-iodo-1-(tetrahydro-2H-pyran-2-yl)-1H-indazol-6-yl)methylene)-4-(2-methoxyPhenyl)pyrrolidin-2-one